N-(3,4-difluorophenyl)methyl-5-((R)-5-[2-(p-fluorophenyl)ethyl]-3-isopropyl-6-(5-methyl-1,3,4-oxadiazol-2-yl)-1-oxo-2,4-diaza-7-indanyl)-2-thenamide FC=1C=C(C=CC1F)CNC(C1=CC=C(S1)C=1C(=C(N=C2[C@H](NC(C12)=O)C(C)C)CCC1=CC=C(C=C1)F)C=1OC(=NN1)C)=O